1,3-OXAZOL-2-AMINE O1C(=NC=C1)N